4-((3,4-dioxo-2-((3,6,6-trimethyl-4,5,6,7-tetrahydrobenzofuran-7-yl)amino)cyclobut-1-en-1-yl)amino)-3-hydroxy-N,N-dimethylpicolinamide O=C1C(=C(C1=O)NC1=C(C(=NC=C1)C(=O)N(C)C)O)NC1C(CCC=2C(=COC21)C)(C)C